tert-butyl-(2-((3-(tert-butylcarbamoyl)-1H-pyrazol-1-yl) methyl)-3-fluoroallyl) carbamate C(N)(OCC(=C(F)C(C)(C)C)CN1N=C(C=C1)C(NC(C)(C)C)=O)=O